trans-4-[(7-fluoro-3-oxo-isoindolin-5-yl)methyl]cyclohexanecarboxylic acid FC=1C=C(C=C2C(NCC12)=O)C[C@@H]1CC[C@H](CC1)C(=O)O